C(C)O/C=C/C1=C2C=CN(C2=C(C=C1)C#N)C (E)-4-(2-ethoxyvinyl)-1-methyl-1H-indole-7-carbonitrile